2-(4-methoxyphenyl)-2-(((4-methylpiperazin-1-yl)acetyl)amino)-N-(4-(trimethylsilyl)phenyl)acetamide COC1=CC=C(C=C1)C(C(=O)NC1=CC=C(C=C1)[Si](C)(C)C)NC(CN1CCN(CC1)C)=O